methyl (S)-2-((2-(2,6-difluoro-4-(methylcarbamoyl)phenyl)-7-(methyl-d3)imidazo[1,2-a]pyridin-3-yl)methyl)morpholine-4-carboxylate FC1=C(C(=CC(=C1)C(NC)=O)F)C=1N=C2N(C=CC(=C2)C([2H])([2H])[2H])C1C[C@H]1CN(CCO1)C(=O)OC